Z-threitol C([C@@H](O)[C@H](O)CO)O